4-(4-(3-methoxy-4-((4-((2-methyl-6-(methylcarbamoyl)phenyl)amino)-5-(trifluoromethyl)pyrimidin-2-yl)amino)phenyl)piperazin-1-yl)-N-methyladamantan-1-carboxamide COC=1C=C(C=CC1NC1=NC=C(C(=N1)NC1=C(C=CC=C1C(NC)=O)C)C(F)(F)F)N1CCN(CC1)C1C2CC3(CC(CC1C3)C2)C(=O)NC